N[C@H]1CN(C[C@H](C1)F)C(=O)OCCCC |r| butyl rac-(3R,5S)-3-amino-5-fluoropiperidine-1-carboxylate